3-(1-acryloyl-azetidin-3-yl)-1-(cyclopropylmethyl)-N-(1-methylcyclopropyl)-2,4-dioxo-1,2,3,4-tetrahydroquinazoline-6-sulfonamide C(C=C)(=O)N1CC(C1)N1C(N(C2=CC=C(C=C2C1=O)S(=O)(=O)NC1(CC1)C)CC1CC1)=O